O=S.[B].[Na] sodium boron (oxy)sulfide